CC1=C(C=CC(=C1)CCC)O 2-methyl-4-propylphenol